FC1=C(C(=CC2=C1C[C@@H](CS2)NCC2CC(C2)C2=CC=CC=C2)O)N2CC(NS2(=O)=O)=O 5-[(3S)-5-fluoro-7-hydroxy-3-{[(3-phenylcyclobutyl)methyl]amino}-3,4-dihydro-2H-1-benzothiopyran-6-yl]-1λ6,2,5-thiadiazolidine-1,1,3-trione